C1(CC1)/C(=C/C1=C(C=C(C=N1)C(=O)OCC)[N+](=O)[O-])/C(=O)OCC Ethyl 6-((1Z)-2-cyclopropyl-3-ethoxy-3-oxoprop-1-en-1-yl)-5-nitropyridine-3-carboxylate